[Cu+2].C(CCC)N(C([S-])=S)CCCC.C(CCC)N(C([S-])=S)CCCC di-n-butyldithiocarbamate copper